5-chloro-2-methoxy-4-(piperazin-1-yl)aniline ClC=1C(=CC(=C(N)C1)OC)N1CCNCC1